methyl 2-methyl-2-(1-tosyl-1H-indazol-5-yl)propanoate CC(C(=O)OC)(C)C=1C=C2C=NN(C2=CC1)S(=O)(=O)C1=CC=C(C)C=C1